[Li+].[N-](S(=O)(=O)C(F)(F)F)S(=O)(=O)C(F)(F)F bis(trifluoromethanesulfonyl)imide lithium